(2-(N-(6-fluoropyridin-2-yl)sulfamoyl)-4-(trifluoromethyl)thiazol-5-yl)carbamic acid tert-butyl ester C(C)(C)(C)OC(NC1=C(N=C(S1)S(NC1=NC(=CC=C1)F)(=O)=O)C(F)(F)F)=O